ClC1=CC2=C(C3=CC=CC=C3C(=C2C=C1)OC(C)C)OC(C)C 2-chloro-9,10-di(isopropoxy)anthracene